CC1=C(C=CC=C1OCCCNC(C(C)O)OC)C1=C(C(=CC=C1)OCCCNC(C(C)O)OC)C ((((2,2'-dimethyl-[1,1'-biphenyl]-3,3'-diyl)bis(oxy))bis(propane-3,1-diyl))bis(azanediyl))bis(1-methoxypropan-2-ol)